3-(benzyloxy)-N-methoxy-N-methyl-1-benzofuran-2-carboxamide C(C1=CC=CC=C1)OC1=C(OC2=C1C=CC=C2)C(=O)N(C)OC